NC1=C(C=C(C=N1)C=1C=C2N(N1)CC[C@@]21CN(CC1)C(=O)OC(C)(C)C)OC(C)C=1C=NC=NC1 tert-butyl (3S)-2'-{6-amino-5-[1-(pyrimidin-5-yl)ethoxy]pyridin-3-yl}-5',6'-dihydro-1H-spiro[pyrrolidine-3,4'-pyrrolo[1,2-b]pyrazole]-1-carboxylate